(R)-7-(6-(3-(dimethylamino)propoxy)pyridin-3-yl)-10-ethyl-2-methyl-9,10-dihydro-8-oxa-2,4,10a-triazanaphtho[2,1,8-cde]Azulene-1(2H)-one CN(CCCOC1=CC=C(C=N1)C1=CC=C2N=CC=3N(C(N4[C@@H](COC1=C2C34)CC)=O)C)C